Acetyl-lactic Acid C(C)(=O)C(C(=O)O)(O)C